N[C@]1(CN(CCC1)C1=NC2=C(N1CC1=NC=C(C=C1)C#N)C=CC=C2)C(=O)N (R)-3-amino-1-(1-((5-cyanopyridin-2-yl)methyl)-1H-benzo[d]imidazol-2-yl)piperidine-3-carboxamide